(R)-1-(3-Fluoropropyl)-3-[3-(4,4,5,5-tetramethyl-1,3,2-dioxaborolan-2-yl)phenoxy]pyrrolidine FCCCN1C[C@@H](CC1)OC1=CC(=CC=C1)B1OC(C(O1)(C)C)(C)C